(2-(chloromethyl)phenyl)methanone ClCC1=C(C=CC=C1)C=O